NC1=NC2=NC=C(N=C2C(=N1)N)CN(C=O)C1=CC=C(C(=O)N[C@H](C(=O)OC)CCCNC(C2=CC=C(C=C2)O)=O)C=C1 Methyl (S)-2-(4-(N-((2,4-diaminopteridin-6-yl)methyl)formamido)benzamido)-5-(4-hydroxybenzamido)pentanoate